1,2-diphenylethanedione dioxime C1(=CC=CC=C1)C(C(=NO)C1=CC=CC=C1)=NO